C(C(=C)C)(=O)OCCCCCOC1=CC=C(C=C1)C(C)(C)C1=CC=C(C=C1)OCCCCCOC(C(=C)C)=O 2,2-bis(4-(methacryloxypentyloxy)phenyl)propane